5-{2-acetamidoimidazo[1,2-b]pyridazin-6-yl}-N-{[2-fluoro-5-(trifluorometh-oxy)phenyl](deutero)methyl}-2,6-dimethylpyridine-3-carboxamide C(C)(=O)NC=1N=C2N(N=C(C=C2)C=2C=C(C(=NC2C)C)C(=O)NC([2H])C2=C(C=CC(=C2)OC(F)(F)F)F)C1